FC1=C(C=C(C=C1)C(F)(F)F)NC(=O)N[C@@H](C(=O)N1CCC2(C(C(N(C2=O)C)=O)C2=CC=CC=C2)CC1)C(C)C 1-(2-fluoro-5-(trifluoromethyl)phenyl)-3-((2R)-3-methyl-1-(2-methyl-1,3-dioxo-4-phenyl-2,8-diazaspiro[4.5]decan-8-yl)-1-oxobutan-2-yl)urea